O=C(C)NCCOCCOCCOCCOCCOCCOCCOCCOCCOCCOCCOCCOCCC(=O)OC1=C(C(=C(C(=C1F)F)F)F)F perfluorophenyl 2-oxo-6,9,12,15,18,21,24,27,30,33,36,39-dodecaoxa-3-azadotetracontan-42-oate